C(#N)C1=CC(=CO1)C(=O)NC1=C(C=C(C=C1)N1CCN(CC1)C)N1CCCCC1 5-cyano-N-(4-(4-methylpiperazin-1-yl)-2-(piperidin-1-yl)phenyl)furan-3-carboxamide